2-(6-(((1r,2r,3s,5s)-2-fluoro-1,5-dimethyl-9-azabicyclo[3.3.1]non-3-yl)oxy)pyridazin-3-yl)-5-(1-methyl-1H-pyrazol-4-yl)phenol F[C@@H]1[C@]2(CCC[C@@](C[C@@H]1OC1=CC=C(N=N1)C1=C(C=C(C=C1)C=1C=NN(C1)C)O)(N2)C)C